N-[4-({[2-(3-{[6-(1-cyano-1-methylethyl)pyridin-3-yl]amino}prop-1-yn-1-yl)-1-(2,2,2-trifluoroethyl)-1H-indol-5-yl]methyl}amino)-cyclohexyl]acetamide C(#N)C(C)(C)C1=CC=C(C=N1)NCC#CC=1N(C2=CC=C(C=C2C1)CNC1CCC(CC1)NC(C)=O)CC(F)(F)F